divinyl-2,2'-bipyridine nickel [Ni].C(=C)C1=C(C(=NC=C1)C1=NC=CC=C1)C=C